azobisisobutyronitrile (butyl acrylate) C(CCC)C(C(=O)O)=C.N(=NC(C#N)(C)C)C(C#N)(C)C